C[C@@H]1CN(C[C@H]2N1CC(C2)OC2=NC=1CCNCC1C=C2)C2=C1C=CC=NC1=C(C=C2)C#N 5-[(4R,8aS)-4-methyl-7-(5,6,7,8-tetrahydro-1,6-naphthyridin-2-yloxy)-3,4,6,7,8,8a-hexahydro-1H-pyrrolo[1,2-a]pyrazin-2-yl]quinoline-8-carbonitrile